CN1C(C2=C(C=C(C=C2C1)C1=C(N=C(S1)NC(=O)N1[C@@H](CCC1)C(=O)N)C)C)=O (2S)-N1-(5-(2-methyl-7-methyl-1-oxoisoindol-5-yl)-4-methylthiazol-2-yl)-pyrrolidine-1,2-dicarboxamide